C(CCC)OC(C1CCN(CC1)C=1C=C2CN(C(C2=CC1)=O)[C@H]1C(NC(CC1)=O)=O)OCCCC (R)-3-(5-(4-(dibutoxymethyl)piperidin-1-yl)-1-oxoisoindolin-2-yl)piperidine-2,6-dione